4-amino-N,3-dimethyl-N-(2-(trifluoromethyl)-5,8-dihydro-6H-pyrano[3,4-b]pyridin-5-yl)imidazo[1,5-a]quinoxaline-8-carboxamide NC=1C=2N(C3=CC(=CC=C3N1)C(=O)N(C1COCC3=NC(=CC=C31)C(F)(F)F)C)C=NC2C